n-Butoxymethacrylamide C(CCC)OC=C(C(=O)N)C